BrC=1C=CC=2N(C1)N=CC2N2C(N(C(CC2)=O)CC2=CC=C(C=C2)OC)=O 1-(6-bromopyrazolo[1,5-a]pyridin-3-yl)-3-[(4-methoxyphenyl)methyl]-1,3-diazinane-2,4-dione